ClC=1C=C(C(=C(C1)O)C1=CC=C2C(=N1)N=C(O2)NCC2CC(C2)O)C 5-Chloro-2-[2-[(3-hydroxycyclobutyl)methylamino]oxazolo[4,5-b]pyridin-5-yl]-3-methyl-phenol